3-(1-(tert-butoxycarbonyl)-6-methyl-1H-indol-2-yl)-4-(pyrrolidin-1-yl)benzenesulfonic acid C(C)(C)(C)OC(=O)N1C(=CC2=CC=C(C=C12)C)C=1C=C(C=CC1N1CCCC1)S(=O)(=O)O